2-[1-[6-Methyl-4-oxo-2-[(3R)-3-phenylpyrrolidin-1-yl]chromen-8-yl]ethylamino]benzoic acid CC=1C=C2C(C=C(OC2=C(C1)C(C)NC1=C(C(=O)O)C=CC=C1)N1C[C@H](CC1)C1=CC=CC=C1)=O